N1CC(C1)C1CCNCC1 4-(azetidin-3-yl)piperidin